Cl.N[C@H](C(=O)NC1=C(C=C2C=NN(C2=C1)C=1C=C(C=CC1)C)C)CO (S)-2-amino-3-hydroxy-N-(5-methyl-1-(m-tolyl)-1H-indazol-6-yl)propionamide hydrochloride